BrC1=C(C=CC=C1N(C=1C2=CC=CC=C2C=2C=CC=CC2C1)C1=CC2=CC=CC=C2C=C1)N(C=1C2=CC=CC=C2C=2C=CC=CC2C1)C1=CC2=CC=CC=C2C=C1 2-bromo-N1,N3-di(naphthalen-2-yl)-N1,N3-di(phenanthren-9-yl)benzene-1,3-diamine